FC(OC1=C(C=CC=C1)C1=CC(=NC=C1C(=O)NC=1SC(=NN1)OCC1=NC=C(C=C1)OC)C)F 4-(2-(difluoromethoxy)phenyl)-N-(5-((5-methoxypyridin-2-yl)methoxy)-1,3,4-thiadiazol-2-yl)-6-methylnicotinamide